1-(3,5-dimethylpyridin-2-yl)ethan-1-one CC=1C(=NC=C(C1)C)C(C)=O